2-allyl-1-[(7R)-7-ethyl-7-hydroxy-5,6-dihydrocyclopenta[b]pyridin-2-yl]-6-[4-[3-(2,2,2-trifluoroacetyl)-3,9-diazaspiro[5.5]undecan-9-yl]anilino]pyrazolo[3,4-d]pyrimidin-3-one C(C=C)N1N(C2=NC(=NC=C2C1=O)NC1=CC=C(C=C1)N1CCC2(CCN(CC2)C(C(F)(F)F)=O)CC1)C1=CC=C2C(=N1)[C@@](CC2)(O)CC